1-((4-chlorophenyl)sulfonyl)-5-(2-fluorophenyl)-1H-pyrrole-3-carbaldehyde ClC1=CC=C(C=C1)S(=O)(=O)N1C=C(C=C1C1=C(C=CC=C1)F)C=O